ClC1=C(C=CC(=C1)OC1=NC=CC=C1F)C1=NOC(=N1)CC(C(=O)OC(C)(C)C)P(=O)(OCC)OCC tert-butyl 3-(3-(2-chloro-4-((3-fluoropyridin-2-yl)oxy)phenyl)-1,2,4-oxadiazol-5-yl)-2-(diethoxyphosphoryl)propanoate